CS(=O)(=O)C methyl-Sulfonyl-Methane